O1N=C(C=C1)NC(=O)O.N1=CC=NC=C1 pyrazine isoxazolecarbamate